C(C)(C)(C)OP(=O)(OC(C)(C)C)OCOC(=O)N(CCC(=O)OC(C)(C)C)CCO tert-butyl 3-(((((di-tert-butoxyphosphoryl)oxy)methoxy)carbonyl)(2-hydroxyethyl)amino)propanoate